C(C)(C)(C)NC(=O)C1=NNC(=C1)C=1C=C(C=CC1)C=1OC(=CN1)C(=O)NC(CC)CC 2-(3-(3-(Tert-Butylcarbamoyl)-1H-Pyrazol-5-Yl)Phenyl)-N-(Pentan-3-yl)Oxazole-5-Carboxamide